4-Amino-1-(4-aminophenyl)-7-bromo-2-oxo-1,2-dihydro-1,8-naphthyridine-3-carboxylic acid methyl ester COC(=O)C=1C(N(C2=NC(=CC=C2C1N)Br)C1=CC=C(C=C1)N)=O